N1(CCCC1)CCCC1=C(C=CC(=C1)F)S(=O)(=O)NC=1C=CC=2C3C(COC2C1)OCC3 7-[2-(3-{pyrrolidin-1-yl}propyl)-4-fluorobenzenesulfonylamino]-1,3a,4,9b-tetrahydro-2H-furo[2,3-c]chromene